(R)-1-(2-(1-(6-bromopyrrolo[2,1-f][1,2,4]triazin-4-yl)-1,2,3,6-tetrahydropyridin-4-yl)pyrimidin-5-yl)-1-(2,4-difluorophenyl)ethan-1-ol BrC=1C=C2C(=NC=NN2C1)N1CCC(=CC1)C1=NC=C(C=N1)[C@@](C)(O)C1=C(C=C(C=C1)F)F